O.N(=NC(C(=N)NCCC(=O)O)(C)C)C(C(=N)NCCC(=O)O)(C)C 2,2'-Azobis[N-(2-carboxyethyl)-2-methylpropionamidine]-hydrate